ClC1=NC(=NC(=C1)C1=C(C=CC=C1C)C)NS(=O)(=O)C=1C=C(C(=O)O)C=CC1 3-[4-chloro-6-(2,6-dimethyl-phenyl)-pyrimidin-2-ylsulfamoyl]-benzoic acid